CC1(COC1)OC1=NC(=NC=C1C(F)(F)F)S(=O)C 4-((3-methyloxetan-3-yl)oxy)-2-(methylsulfinyl)-5-(trifluoromethyl)pyrimidine